3-(4-(5-(difluoromethyl)-1,3,4-oxadiazole-2-yl)benzyl)-5-(3-fluorophenyl)-1-(1-methylpiperidine-4-yl)-1,3-dihydro-2H-benzo[d]imidazole-2-one FC(C1=NN=C(O1)C1=CC=C(CN2C(N(C3=C2C=C(C=C3)C3=CC(=CC=C3)F)C3CCN(CC3)C)=O)C=C1)F